N-(3-(tert-butyl)-5-(dimethylamino)phenyl)-1-(2,5-dimethoxyphenyl)-5-methyl-1H-1,2,3-triazole-4-carboxamide C(C)(C)(C)C=1C=C(C=C(C1)N(C)C)NC(=O)C=1N=NN(C1C)C1=C(C=CC(=C1)OC)OC